C(C(C)C)OCNC(C(=C)C)=O N-(Isobutoxymethyl)methacrylamid